FC=1C(=CC(=NC1)OC)C1=CN=C(O1)[C@H](CCCCCC(CC)=O)NC(=O)[C@H]1CC12CCN(CC2)C (S)-N-((S)-1-(5-(5-fluoro-2-methoxypyridin-4-yl)oxazol-2-yl)-7-oxononyl)-6-methyl-6-azaspiro[2.5]octane-1-carboxamide